SCCSC(CSC(CC)S)C(SCC(CS)SCCS)S 2-(2-mercaptoethylthio)-3-mercapto-3-[3-Mercapto-2-(2-mercaptoethylthio)-propylthio]propylthio-propane-1-thiol